C(C1=CC=CC=C1)C1CCN(CC1)CC1=NN=C(N1)C1=CC(=CC=C1)OC(F)(F)F 4-benzyl-1-((5-(3-(trifluoromethoxy)phenyl)-4H-1,2,4-triazol-3-yl)methyl)piperidine